R-1-(3-(1-aminoethyl)-2-fluorophenyl)-1,1-difluoro-2-methylpropan-2-ol hydrochloride Cl.N[C@H](C)C=1C(=C(C=CC1)C(C(C)(O)C)(F)F)F